N-(4-nitrophenyl)-2,6,8-trioctyl-N-phenyl-1,2,3,5,6,7-hexahydropyrrolo[3,4-f]isoindol-4-amine [N+](=O)([O-])C1=CC=C(C=C1)N(C=1C2=C(C(=C3CN(CC13)CCCCCCCC)CCCCCCCC)CN(C2)CCCCCCCC)C2=CC=CC=C2